N1(CCC1)C(=O)C1=CC=C(C=C1)[C@@H]1[C@H](C1)C=1C=2N(N=C(C1)C=1C(NC(NC1)=O)=O)C=CN2 5-(8-((1S,2S)-2-(4-(azetidine-1-carbonyl)phenyl)cyclopropyl)imidazo[1,2-b]pyridazin-6-yl)pyrimidine-2,4(1H,3H)-dione